FC1=CC=C(C=C1)S(=O)(=O)N1CC(C(C(C1)=CC=1N=NN(C1)C1=C(C=CC=C1)C)=O)=CC=1N=NN(C1)C1=C(C=CC=C1)C 1-((4-fluorophenyl)sulfonyl)-3,5-bis((1-(o-tolyl)-1H-1,2,3-triazol-4-yl)methylene)piperidin-4-one